(S)-4-(3,3-difluoropyrrolidin-1-yl)-4-methyl-2-(3-((trimethylsilyloxy)methyl)piperidine-1-carbonyl)pent-2-enenitrile FC1(CN(CC1)C(C=C(C#N)C(=O)N1C[C@H](CCC1)CO[Si](C)(C)C)(C)C)F